(2R,5S)-5-(4-chlorophenyl)-2-methyl-1-(4-nitrophenyl)sulfonylpiperazine ClC1=CC=C(C=C1)[C@@H]1NC[C@H](N(C1)S(=O)(=O)C1=CC=C(C=C1)[N+](=O)[O-])C